(S)-4-methyl-2-(methylamino)pentanoic acid hydrochloride Cl.CC(C[C@@H](C(=O)O)NC)C